(R)-2-(tert-butylamino)-1-(2-fluorophenyl)ethan-1-ol C(C)(C)(C)NC[C@H](O)C1=C(C=CC=C1)F